7-(furan-2-yl)-2-methoxy-8-(thiophen-3-ylcarbamoyl)quinoline-3-carboxylic acid O1C(=CC=C1)C1=CC=C2C=C(C(=NC2=C1C(NC1=CSC=C1)=O)OC)C(=O)O